O(C1=CC=CC=C1)C1=CC=C(NC=2C3=C(N=CN2)C=CC=N3)C=C1 4-(4-phenoxyanilino)pyrido[3,2-d]pyrimidin